hydroxypropyl-ethanolamine METHYL-(2S)-2-AMINO-3-(4-FLUORO-3,5-DIFORMYLPHENYL)PROPANOATE Methyl-((benzyloxy)carbonyl)-L-leucinate CN([C@@H](CC(C)C)C(=O)O)C(=O)OCC1=CC=CC=C1.C[C@@](C(=O)O)(CC1=CC(=C(C(=C1)C=O)F)C=O)N.OCCCC(O)CN